O[C@@]1(CC[C@@H]2[C@H]3CC[C@]4([C@H]([C@@H]3CC[C@@H]2C1)C[C@@H]4C(=O)NC4=CC=CC=C4)C)C (1S,2aS,2bR,4aR,6R,8aS,8bR,10aS)-6-hydroxy-6,10a-dimethyl-N-phenylhexadecahydrocyclobuta[a]phenanthrene-1-carboxamide